CC(CCNC(=S)NCCC(N)(C)C)(N)C 1,3-bis(dimethyl-aminopropyl)-2-thiourea